C1(=CC=CC2=CC=CC=C12)C1=CC=CC2=CC=CC=C12 rac-1,1'-binaphthyl